N1C(CCCC1=O)=O piperidin-2,6-dione